COC(=O)CCCCCCCC Octane-8-carboxylic acid methyl ester